2-[(1,1'-biphenyl)-2-oxy]-ethanol C=1(C(=CC=CC1)OCCO)C1=CC=CC=C1